(R)-3-(3-(1-aminoethyl)phenyl)-3,3-difluoro-2,2-dimethylpropanenitrile hydrochloride Cl.N[C@H](C)C=1C=C(C=CC1)C(C(C#N)(C)C)(F)F